tert-Butyl N-[2-[[4-[[(1S)-tetralin-1-yl]amino]pyrido[3,2-d]pyrimidin-7-yl]amino]ethyl]carbamate [C@@H]1(CCCC2=CC=CC=C12)NC=1C2=C(N=CN1)C=C(C=N2)NCCNC(OC(C)(C)C)=O